6-isopropyl-4H-pyrrolo[3,2-d]Thiazole-2-carboxylic acid C(C)(C)C1=CNC2=C1N=C(S2)C(=O)O